FC(CN1C(=NC=2C1=NC(=CC2)C2=CNC=1N=C(N=C(C12)NC)NC1CCC(CC1)C(=O)N1CCCC1)C)F ((1s,4s)-4-((5-(3-(2,2-difluoroethyl)-2-methyl-3H-imidazo[4,5-b]pyridin-5-yl)-4-(methylamino)-7H-pyrrolo[2,3-d]pyrimidin-2-yl)amino)cyclohexyl)(pyrrolidin-1-yl)methanone